CON1C(C=CC2=C1N=CN=C2)=O 8-methoxy-7H,8H-pyrido[2,3-d]Pyrimidin-7-one